C1=NC=CC2=C(C=CC=C12)CC1=NN2C(=NC=3C(=CC=CC3C2=C1)OC)N 2-(isoquinolin-5-ylmethyl)-7-methoxypyrazolo[1,5-c]quinazolin-5-amine